N1N=CC(=C1)C=1C=NC2=CC=C(C=C2N1)C(=O)C=1C=C(C=CC1F)NC(=O)NC1=CC(=C(C=C1)Cl)F 1-(3-(3-(1H-pyrazol-4-yl)quinoxaline-6-carbonyl)-4-fluorophenyl)-3-(4-chloro-3-fluorophenyl)urea